COC1=C(C(=O)NCC2=CC=C(C=C2)C2=NN(C(=C2C(=O)N)NC)C=2C=NC=CC2)C=CC=C1 3-[4-[[(2-Methoxybenzoyl)amino]methyl]phenyl]-5-(methylamino)-1-(3-pyridinyl)pyrazole-4-carboxamide